(1S,2R,3S,4R,5S)-4-(6-((2-cyclopropylethyl)amino)-2-iodo-9H-purin-9-yl)-1-(mercaptomethyl)bicyclo[3.1.0]hexane-2,3-diol C1(CC1)CCNC1=C2N=CN(C2=NC(=N1)I)[C@H]1[C@@H]([C@@H]([C@@]2(C[C@H]12)CS)O)O